(3S)-2-oxoazepan O=C1NCCCCC1